N-(2-Chlorophenyl)-4-hydroxy-3-{5-[4-(trifluoromethoxy)phenyl]-1H,2H,3H,4H,5H,6H-pyrrolo[3,4-c]pyrrol-2-yl}butanamide ClC1=C(C=CC=C1)NC(CC(CO)N1CC=2CN(CC2C1)C1=CC=C(C=C1)OC(F)(F)F)=O